O1COCC2=C1C=CC(=C2)C(OC2CNC2)C2=CC1=C(OCOC1)C=C2 3-(bis(4H-benzo[d][1,3]dioxin-6-yl)methoxy)azetidine